methyl-sulfonic acid triethanolamine salt N(CCO)(CCO)CCO.CS(=O)(=O)O